tert-Butyl (1-(6-bromo-3-chloroquinolin-4-yl)piperidin-4-yl)carbamate BrC=1C=C2C(=C(C=NC2=CC1)Cl)N1CCC(CC1)NC(OC(C)(C)C)=O